OC=1C=C(C=CC1O)C[C@@H](C(=O)O)O (S)-3-(3,4-dihydroxyphenyl)-2-hydroxypropionic acid